C(C)OC1=NC(=CC(=C1)C1=CC(=C2C(=N1)N=C(N2)N)N(C)CC2(CCCC2)COCC)C(F)(F)F 5-[2-Ethoxy-6-(trifluoromethyl)pyridin-4-yl]-N7-{[1-(ethoxymethyl)cyclopentyl]methyl}-N7-methyl-1H-imidazo[4,5-b]pyridine-2,7-diamine